(S)-2-((7-(5-bromo-6-((4-chloro-2-fluorobenzyl)oxy)pyridin-2-yl)-5-fluoro-2,3-dihydrobenzofuran-4-yl)methyl)-4-methoxy-1-(oxetane-2-ylmethyl)-1H-benzimidazole-6-carboxylic acid BrC=1C=CC(=NC1OCC1=C(C=C(C=C1)Cl)F)C1=CC(=C(C=2CCOC21)CC2=NC1=C(N2C[C@H]2OCC2)C=C(C=C1OC)C(=O)O)F